tert-butyl 3-([8-carbamoyl-6-[4-(trifluoromethoxy)phenyl]pyrido[3,2-d]pyrimidin-4-yl]amino)-5-fluoropiperidine-1-carboxylate C(N)(=O)C1=CC(=NC2=C1N=CN=C2NC2CN(CC(C2)F)C(=O)OC(C)(C)C)C2=CC=C(C=C2)OC(F)(F)F